7-fluoro-N-(piperidin-4-yl)quinolin-5-amine hydrochloride Cl.FC=1C=C(C=2C=CC=NC2C1)NC1CCNCC1